C(C1=CC=CC=C1)OCCNCCC=C N-(2-benzyloxyethyl)but-3-en-1-amine